4-(3-((((1s,3S)-3-aminocyclohexyl)methyl)amino)-1-(2-methyl-2H-benzo[d][1,2,3]triazol-5-yl)-1H-pyrazol-5-yl)-2-fluorobenzonitrile N[C@@H]1C[C@H](CCC1)CNC1=NN(C(=C1)C1=CC(=C(C#N)C=C1)F)C1=CC=2C(=NN(N2)C)C=C1